N,N-diethyldecanoamide C(C)N(C(CCCCCCCCC)=O)CC